(2S)-2-[9H-fluoren-9-ylmethoxycarbonyl(methyl)amino]-3-pyridin-4-ylpropanoic acid C1=CC=CC=2C3=CC=CC=C3C(C12)COC(=O)N([C@H](C(=O)O)CC1=CC=NC=C1)C